5-bromo-1-trifluoromethyl-1,3-dihydroisobenzofuran BrC=1C=C2COC(C2=CC1)C(F)(F)F